tert-butyl-[1-(3-iodopyrazin-2-yl)ethoxy]-dimethyl-silane C(C)(C)(C)[Si](C)(C)OC(C)C1=NC=CN=C1I